4-{(S)-2-(2-isopropylthiazol-4-yl)-2-[(S)-2-(methoxycarbonylamino)-3-phenyl-propionylamino]ethyl}phenyl-sulfamic acid C(C)(C)C=1SC=C(N1)[C@H](CC1=CC=C(C=C1)NS(O)(=O)=O)NC([C@H](CC1=CC=CC=C1)NC(=O)OC)=O